(5-bromo-1H-pyrrolo[2,3-b]pyridin-3-yl)(2,4-difluoro-3-nitrophenyl)methanone BrC=1C=C2C(=NC1)NC=C2C(=O)C2=C(C(=C(C=C2)F)[N+](=O)[O-])F